N-(1-methylindol-5-yl)-4-trifluoromethylquinolin-2-amine CN1C=CC2=CC(=CC=C12)NC1=NC2=CC=CC=C2C(=C1)C(F)(F)F